4-Amino-1-[4-[4-[2-chloro-6-[difluoro(phenyl)methyl]pyrimidin-4-yl]piperazin-1-yl]sulfonylphenyl]pyrrolidin-2-one NC1CC(N(C1)C1=CC=C(C=C1)S(=O)(=O)N1CCN(CC1)C1=NC(=NC(=C1)C(C1=CC=CC=C1)(F)F)Cl)=O